C1(=CC=C(C=C1)P(C1=CC=C(C=C1)C)C1=CC=C(C=C1)C)C tri-p-tolyl-phosphine